FC1=C(C(=CC=C1)F)C=1OCC(N1)C1=CC=C(C=C1)CSSCC(C)C 2-(2,6-Difluorophenyl)-4-(4-((isobutyldisulfaneyl)methyl)phenyl)-4,5-dihydrooxazole